CC1=C2NCCN(C2=CC=C1)C1=CC2=C(N=C(N=C2)NC2=CC=C(C=C2)N2CCN(CC2)C)N(C1=O)C=1C=NC=CC1 6-(5-methyl-3,4-dihydro-2H-quinoxalin-1-yl)-2-[4-(4-methylpiperazin-1-yl)anilino]-8-(3-pyridyl)pyrido[2,3-d]pyrimidin-7-one